COC1=C(N)C=CC(=C1)C=1OC2=C(N1)C(=CC=C2)C 2-Methoxy-4-(4-methylbenzo[d]oxazol-2-yl)aniline